tert-butyl (3aR,4S,6aR)-5-acetamido-5-(tert-butylcarbamoyl)-1-methyl-4-(3-(4,4,5,5-tetramethyl-1,3,2-dioxaborolan-2-yl)propyl)hexahydrocyclopenta[c]pyrrole-2(1H)-carboxylate C(C)(=O)NC1([C@H]([C@H]2[C@H](C(N(C2)C(=O)OC(C)(C)C)C)C1)CCCB1OC(C(O1)(C)C)(C)C)C(NC(C)(C)C)=O